FC1=C2C=CNC2=CC(=C1OC=1C=CC(=C(C1)N1N=C(C=C1N1C(CCCC1)=O)CC=1C=C(C=CC1)CCC(=O)O)F)F 3-[3-[[1-[5-[(4,6-difluoro-1H-indol-5-yl)oxy]-2-fluoro-phenyl]-5-(2-oxo-1-piperidyl)pyrazol-3-yl]methyl]phenyl]propanoic acid